O\C=C/1\[C@H](C2C3CCC=4C=CC=CC4C3CC[C@@]2(C1=O)C)CCC(=O)NC1CCOCC1 3-((13S,15S,Z)-16-(hydroxymethylene)-13-methyl-17-oxo-7,8,9,11,12,13,14,15,16,17-decahydro-6H-cyclopenta[a]phenanthren-15-yl)-N-(tetrahydro-2H-pyran-4-yl)propanamide